C(#N)C=1C(=NC(=C(C1CC)C#N)N(C)C)SCC1=CC=C(C=C1)CNS(=O)(=O)N N-(4-(((3,5-dicyano-6-(dimethylamino)-4-ethylpyridin-2-yl)thio)methyl)phenyl)methylSulfamide